O=C1N(CC2=CC(=CC=C12)CN1CCN(CC1)C=1C=C(C=CC1)C)N1C(NC(CC1)=O)=O 1-(1-oxo-5-((4-(m-tolyl)piperazin-1-yl)methyl)isoindolin-2-yl)dihydropyrimidine-2,4(1H,3H)-dione